ClC1=CC(=C(C2=CC3=CC4=CC=CC=C4C=C3C=C12)C#N)C1=C(C=NN1C)I 4-chloro-2-(4-iodo-1-methyl-1H-pyrazol-5-yl)-1-naphthacenecarbonitrile